methyl 6-(morpholine-4-carbonyl)spiro[3.3]heptane-2-carboxylate N1(CCOCC1)C(=O)C1CC2(CC(C2)C(=O)OC)C1